C(C)N[C@@H](CC1=CC(=CC=C1)C(F)(F)F)C |r| (RS)-N-ethyl-1-[3-(trifluoromethyl)phenyl]propan-2-amine